C(#N)[C@@H](C[C@@H]1C(NCC1)=O)NC(=O)[C@H]1N([C@@H]2CC([C@H]1CC2)(F)F)C([C@@](C)(C2=CC=CC=C2)O)=O (1S,3S,4S)-N-((R)-1-cyano-2-((R)-2-oxopyrrolidin-3-yl)ethyl)-5,5-difluoro-2-((R)-2-hydroxy-2-phenylpropanoyl)-2-azabicyclo[2.2.2]octane-3-carboxamide